2-(5-bromo-3-ethylsulfonyl-2-pyridyl)-6-cyclopropyl-7-(trifluoromethyl)imidazo[1,2-c]pyrimidin-5-one BrC=1C=C(C(=NC1)C=1N=C2N(C(N(C(=C2)C(F)(F)F)C2CC2)=O)C1)S(=O)(=O)CC